2-(cyclopropylamino)-6-(5-methyl-3,4-dihydro-2H-quinoxalin-1-yl)-8-tetrahydropyran-4-yl-pyrido[2,3-d]pyrimidin-7-one C1(CC1)NC=1N=CC2=C(N1)N(C(C(=C2)N2CCNC1=C(C=CC=C21)C)=O)C2CCOCC2